(2R)-2-[(3S,5R,10S,13R,14R,16R,17R)-3,16-dihydroxy-4,4,10,13,14-pentamethyl-2,3,5,6,12,15,16,17-octahydro-1H-cyclopenta[a]phenanthren-17-yl]-6-methylhept-5-enoic acid O[C@H]1CC[C@@]2(C3=CC[C@@]4([C@H]([C@@H](C[C@]4(C3=CC[C@H]2C1(C)C)C)O)[C@H](C(=O)O)CCC=C(C)C)C)C